FC(C(=O)O)(F)F.ClC1=CC=C(C[C@@H]2N(C[C@@H](OC2)CN2CC(CC2)(F)F)C2CCN(CC2)C=2NC(=NN2)N)C=C1 5-(4-((2S,5S)-5-(4-chlorobenzyl)-2-((3,3-difluoropyrrolidin-1-yl)methyl)-morpholino)piperidin-1-yl)-4H-1,2,4-triazol-3-amine 2,2,2-trifluoroacetate